tert-butyl-6-[4-(morpholin-4-ylmethyl)phenyl]-4-[(3S)-piperidin-3-ylamino]pyrido[3,2-d]pyrimidine-8-carboxamide C(C)(C)(C)C=1N=C(C2=C(N1)C(=CC(=N2)C2=CC=C(C=C2)CN2CCOCC2)C(=O)N)N[C@@H]2CNCCC2